C1(CCCCC1)NC=1C2=C(N=CC1C#CC1=CC=C(C=C1)OC)NC=C2 N-cyclohexyl-5-((4-methoxyphenyl)ethynyl)-1H-pyrrolo[2,3-b]pyridin-4-amine